C1(CCCC1)C1CNC(N1C=1C=C(C2=C(N=C(N=C2)NC2=CC=C(C=C2)N2CCN(CC2)C)N1)C#C)=O 5-cyclopentyl-1-(5-ethynyl-2-((4-(4-methylpiperazin-1-yl)phenyl)amino)pyrido[2,3-d]pyrimidin-7-yl)imidazolidin-2-one